dihydro-2,4,6-trimethyl-benzotriazine CN1NC2=C(C(N1)C)C=C(C=C2)C